ClC1=C(C=CC=C1)C(C)=C(C#N)C#N 2-(1-(2-chlorophenyl)ethylidene)malononitrile